2,2-bis(3,4-dicarboxyphenoxy)propane C(=O)(O)C=1C=C(OC(C)(C)OC2=CC(=C(C=C2)C(=O)O)C(=O)O)C=CC1C(=O)O